[1,4]Benzodiazepine N1C=CN=CC2=C1C=CC=C2